5-[2-(trifluoromethoxy)ethoxy]-1,3,4-oxadiazol FC(OCCOC1=NN=CO1)(F)F